(R)-3-imino-2,5-dimethyl-5-(3-nitrophenyl)-1,2,4-thiadiazine 1,1-dioxide N=C1N(S(C[C@](N1)(C1=CC(=CC=C1)[N+](=O)[O-])C)(=O)=O)C